4-bromo-5-ethyl-5,6,7,8-tetrahydronaphthalen-2-amine BrC1=CC(=CC=2CCCC(C12)CC)N